BrC=1C=2N(C3=C(C1)N=C(S3)NC(=O)C3CC3)N=CN2 N-(5-bromothiazolo[4,5-e][1,2,4]triazolo[1,5-a]pyridin-2-yl)cyclopropanecarboxamide